C(C)S(=O)(=O)C1=C(C=CC=C1I)Br (2-bromo-6-iodophenyl) (ethyl) sulfone